1-(pyridin-3-yl)-2-propen-1-ol N1=CC(=CC=C1)C(C=C)O